C1=C(C=CC2=CC=CC=C12)N=CCC1=CC=CC(=N1)C(CCC)=O 6-(2-Naphthylimino)ethyl-2-butyrylpyridin